C[C@@H]1O[C@@H](CN(C1)C1=CC=CC(=N1)C1=NC2=CC(=NC=C2C=C1)CNC(=O)C1=CC=C2C=CNC2=C1)C N-((2-(6-((cis)-2,6-dimethylmorpholino)pyridin-2-yl)-1,6-naphthyridin-7-yl)methyl)-1H-indole-6-carboxamide